BrC1=C(C=C(C=C1)N1CC(N(CC1)CC=1C=C(C=CC1C(F)(F)F)N(CCN(C)C)C)C)C(F)(F)F N1-(3-((4-(4-bromo-3-(trifluoromethyl)phenyl)-2-methylpiperazin-1-yl)methyl)-4-(trifluoromethyl)phenyl)-N1,N2,N2-trimethylethan-1,2-diamine